N1C=C(C2=CC=CC=C12)\C=N\NC1=C2N=CN(C2=NC(=N1)N1CCOCC1)C1=CC=NC=C1 (E)-4-(6-(2-((1H-indol-3-yl)methylene)hydrazinyl)-9-(pyridin-4-yl)-9H-purin-2-yl)morpholine